NC1=NC(=NC(=N1)N)C=C 4,6-diamino-2-vinyl-1,3,5-triazine